FC1=CC(=C(C(=O)NC2=C(C=C(C(=C2)C2=NC(=NC=C2)N2CCOCC2)F)N2C[C@H](N(CC2)C)C)C=C1)C(F)(F)F 4-fluoro-N-[4-fluoro-5-(2-morpholin-4-ylpyrimidin-4-yl)-2-[(3R)-3,4-dimethylpiperazin-1-yl]phenyl]-2-(trifluoromethyl)benzamide